NC1=C2N(C(N(C2=NC=N1)C1CCC(CC1)O)=O)C1=CC=C(CNC(C2=C(C=CC(=C2)F)OC)=O)C=C1 N-(4-(6-amino-9-(4-hydroxycyclohexyl)-8-oxo-8,9-dihydro-7H-purin-7-yl)benzyl)-5-fluoro-2-methoxybenzamide